CN1CCC(CC1)C=1C=CC(=NC1)C1=NC(=NC=C1)N (5-(1-methylpiperidin-4-yl)pyridin-2-yl)pyrimidine-amine